C1(=C(C(=CC(=C1)C)C)S(=O)(=O)Cl)C mesitylensulfonyl chloride